N1(CCOCC1)C1=CC(=C(C=C1)C=1C(=NC(=CC1)C=1C=NNC1)C(=O)N)N1CCCCC1 (4-morpholinyl-2-(piperidin-1-yl)phenyl)-6-(1H-pyrazol-4-yl)pyridineamide